CN1C=C(C=C(C1=O)C)C=1C=C2CCC(N(C2=CC1NC1=C(C(C(=O)O)=CC=C1)C(=O)O)C)=O 3-((6-(1,5-dimethyl-6-oxo-1,6-dihydropyridin-3-yl)-1-methyl-2-oxo-1,2,3,4-tetrahydroquinolin-7-yl)amino)phthalic acid